4-bromo-5'-carbamoyl-4''-ureido-[1,1':3',1''-terphenyl]-4'-yl-3-aminopropanoate BrC1=CC=C(C=C1)C1=CC(=C(C(=C1)C(N)=O)OC(CCN)=O)C1=CC=C(C=C1)NC(=O)N